1-methyl-1,2,3-triazole-5-carboxylic acid methyl ester COC(=O)C1=CN=NN1C